Guanidinium Carbonate C([O-])([O-])=O.NC(=[NH2+])N.NC(=[NH2+])N